biphenyl-4,4'-disulfonyl chloride C1(=CC=C(C=C1)S(=O)(=O)Cl)C1=CC=C(C=C1)S(=O)(=O)Cl